isocyanatopropyldisulfide N(=C=O)CCCSSCCCN=C=O